1-METHYL-1H-PYRAZOLE-3-CARBOXYLIC ACID CN1N=C(C=C1)C(=O)O